N,N-dimethyl-2-[6-(4,4,5,5-tetramethyl-1,3,2-dioxaborolan-2-yl)indazol-2-yl]ethanamine CN(CCN1N=C2C=C(C=CC2=C1)B1OC(C(O1)(C)C)(C)C)C